tert-butyl-(2,5-dimethyl-4-silylphenyl)silane C(C)(C)(C)[SiH2]C1=C(C=C(C(=C1)C)[SiH3])C